BrC=1C=C(C=CC1)C1(CC(C1)CC#N)C1=NN=CN1C cis-3-(3-bromophenyl)-3-(4-methyl-4H-1,2,4-triazol-3-yl)cyclobutylacetonitrile